2-(tert-butyl)-4-chloro-6-methylpyrimidine C(C)(C)(C)C1=NC(=CC(=N1)Cl)C